1-(3-chloro-2-fluorophenyl)ethan-1-one ClC=1C(=C(C=CC1)C(C)=O)F